NC=1C2=C(N=CN1)C(=C(N2C2=CC(=C(C=C2)OC2=NC=CC(=N2)C)F)C=2C(CN(CC2)C(=O)OC(C)(C)C)C)Br 2-methylpropan-2-yl 4-(4-amino-7-bromo-5-{3-fluoro-4-[(4-methylpyrimidin-2-yl) oxy] phenyl} pyrrolo[3,2-d]pyrimidin-6-yl)-3-methyl-1,2,3,6-tetrahydropyridine-1-carboxylate